C(C)(C)(C)OC(=O)N1C[C@@H](CCC1)N1C(N(CC2=C1C=C(N=C2)NCC2=C(C=C(C=C2)OC)OC)C2=C(C=CC=C2C)F)=O tert-butyl-(3R)-3-[7-[(2,4-dimethoxyphenyl) methylamino]-3-(2-fluoro-6-methyl-phenyl)-2-oxo-4H-pyrido[4,3-d]pyrimidin-1-yl]piperidine-1-carboxylate